7-((1R,3s,5S,6r)-6-(1-isopropyl-3-(3-(trifluoromethyl)phenyl)-1H-1,2,4-triazol-5-yl)bicyclo[3.1.0]hexan-3-yl)-2-thia-7-azaspiro[3.5]nonane 2,2-dioxide C(C)(C)N1N=C(N=C1C1[C@H]2CC(C[C@@H]12)N1CCC2(CS(C2)(=O)=O)CC1)C1=CC(=CC=C1)C(F)(F)F